FC1=CC=C(CN2N=CC(=C2)CNC2=NC=3N([C@@H](C(N(C3C=N2)C)=O)C)C)C=C1 (R)-2-(((1-(4-fluorobenzyl)-1H-pyrazol-4-yl)methyl)amino)-5,7,8-trimethyl-7,8-dihydropteridin-6(5H)-one